(2s,3r)-2-amino-3-methoxy-1-(piperidin-1-yl)butan-1-one N[C@H](C(=O)N1CCCCC1)[C@@H](C)OC